FC1=C2C=C(C=NC2=CC=C1CN1C[C@H]([C@@H](C1)COC)OC=1C=C2CN(C(C2=CC1)=O)[C@@H]1C(NC(CC1)=O)=O)N1CCOCC1 (3S)-3-(5-{[(3S,4S)-1-{[5-fluoro-3-(morpholin-4-yl)quinolin-6-yl]methyl}-4-(methoxymethyl)pyrrolidin-3-yl]oxy}-1-oxo-2,3-dihydro-1H-isoindol-2-yl)piperidine-2,6-dione